C(C)(C)(C)OC(N(C)CC#CC1=CC(=C(C=C1)O)F)=O tert-butyl(3-(3-fluoro-4-hydroxyphenyl)prop-2-yn-1-yl)(methyl)carbamate